di(di-ethylhexyl) sebacate C(CCCCCCCCC(=O)OC(CCCCC)(CC)CC)(=O)OC(CCCCC)(CC)CC